CC1(CCC(CC1)C)C(=O)OC methyl 1,4-dimethylcyclohexanecarboxylate